CC=1C=C(C=CC1)CNC1=C2N=CN(C2=NC(=N1)C=1C=NC=C(C1)Cl)[C@H]1[C@@H]([C@@H]([C@H](O1)C(=O)NC([2H])([2H])[2H])O)O (2S,3S,4R,5R)-5-(6-(m-methylphenylmethylamino)-2-(5-chloropyridin-3-yl)-9H-purin-9-yl)-3,4-dihydroxyl-N-(methyl-d3)-tetrahydrofuran-2-formamide